cobalt ((2R,3S,5R)-5-(5-methyl-2,4-dioxopyrimidin-1(2H)-yl)-tetrahydrofuran-2-yl)-methyl 4-hydroxybutyl hydrogen phosphate P(=O)(OC[C@@H]1O[C@H](CC1)N1C(NC(C(=C1)C)=O)=O)(OCCCCO)O.[Co]